N-(3,4-difluorophenyl)-5-(2-((1-ethynylcyclopropyl)amino)-2-oxoacetyl)-6-methyl-2,3-dihydro-1H-pyrrolizine-7-carboxamide FC=1C=C(C=CC1F)NC(=O)C=1C(=C(N2CCCC12)C(C(=O)NC1(CC1)C#C)=O)C